(7-((2R,4S)-2-(1-cyclopropyl-1H-pyrazol-4-yl)tetrahydro-2H-pyran-4-yl)-5-(2,4-difluorophenyl)-2-methylpyrido[3,4-b]pyrazin-3-yl)methyl acetate C(C)(=O)OCC1=C(N=C2C(=N1)C(=NC(=C2)[C@@H]2C[C@@H](OCC2)C=2C=NN(C2)C2CC2)C2=C(C=C(C=C2)F)F)C